NC1=NC(N(C=C1)[C@@H]1O[C@]([C@H](C1)OCC1=CC=CC=C1)(CC(F)(F)F)COCC1=CC=CC=C1)=O 4-amino-1-[(2R,4S,5R)-4-(benzyloxy)-5-[(benzyloxy)methyl]-5-(2,2,2-trifluoroethyl)oxolan-2-yl]pyrimidin-2-one